3-(5-(3-(4'-fluoro-5,5-dimethyl-3,4,5,6-tetrahydro-[1,1'-biphenyl]-2-carbonyl)-3,8-diazabicyclo[3.2.1]octane-8-yl)-1-oxoisoindolin-2-yl)piperidine-2,6-dione FC1=CC=C(C=C1)C1=C(CCC(C1)(C)C)C(=O)N1CC2CCC(C1)N2C=2C=C1CN(C(C1=CC2)=O)C2C(NC(CC2)=O)=O